4-(2-(4-bromo-2-methylphenyl)-4-methoxy-2H-pyrazolo[3,4-d]pyrimidin-6-yl)morpholine BrC1=CC(=C(C=C1)N1N=C2N=C(N=C(C2=C1)OC)N1CCOCC1)C